N-((4-(cis-1,2-Dihydroxypropyl)-7-(4-(trifluoromethoxy)phenyl)-2,3-dihydrobenzofuran-5-yl)methyl)acrylamide OC(C(C)O)C1=C(C=C(C2=C1CCO2)C2=CC=C(C=C2)OC(F)(F)F)CNC(C=C)=O